Cl.ClCCCC1(NC[C@H](C1)O)C(=O)OC methyl (4S)-2-(3-chloropropyl)-4-hydroxypyrrolidine-2-carboxylate hydrochloride